tert-butyl N-[3-[tert-butoxycarbonyl-[5-chloro-3-(6-chloro-2-pyridyl)-1-methyl-6-oxo-2-pyridyl]amino]propyl]-N-methyl-carbamate C(C)(C)(C)OC(=O)N(CCCN(C(OC(C)(C)C)=O)C)C=1N(C(C(=CC1C1=NC(=CC=C1)Cl)Cl)=O)C